CC1=C(C=C(C#N)C=C1)B1OC(C(O1)(C)C)(C)C 4-methyl-3-(4,4,5,5-tetramethyl-1,3,2-dioxaborolan-2-yl)benzonitrile